ClC1=CC(=C(COC2=NC=C(C(=N2)C2C[C@@H](N(CC2)CC2=NC3=C(N2C[C@H]2OCC2)C=C(C=C3)C(=O)O)C)F)C=C1)F 2-{[(2S)-4-{2-[(4-chloro-2-fluorobenzyl)oxy]-5-fluoropyrimidin-4-yl}-2-methylpiperidine-1-Yl]methyl}-1-[(2S)-oxetan-2-ylmethyl]-1H-benzoimidazole-6-carboxylic acid